C(CCCCCCCCCCCCC)C(C(=S)OCC(COC(C(C)CCCCCCCCCCCCCC)=S)(COC(C(C)CCCCCCCCCCCCCC)=S)COC(C(C)CCCCCCCCCCCCCC)=S)C pentaerythritol-tetrakis(myristyl thiopropionate)